1-(4-(trifluoromethyl)-1H-imidazol-2-yl)ethan-1-one FC(C=1N=C(NC1)C(C)=O)(F)F